tetraphenyltetradecylpentaerythritol tetraphosphite P(O)(O)OC(C(COP(O)O)(COP(O)O)COP(O)O)C(CCCCCCCCCCCCC(C1=CC=CC=C1)(C1=CC=CC=C1)C1=CC=CC=C1)C1=CC=CC=C1